C1=CC(=CN=C1)C(=O)CCC(=O)O The molecule is a monocarboxylic acid that is succinic acid in which the hydroxy group of one of the carboxy groups is replaced by a pyridin-3-yl group. A byproduct of tobacco-specific N-nitrosamines generated by cytochrome P-450 which catalyzes methylnitrosaminopyridylbutanone hydroxylation, this nicotine metabolite is commonly found in the urine of smokers. It is a member of pyridines, a monocarboxylic acid and an aromatic ketone. It derives from a 4-oxo-4-(pyridin-3-yl)butanal. It is a conjugate acid of a 4-oxo-4-(pyridin-3-yl)butanoate.